[Li+].C(C=C)(=O)NC(C(C)C)S(=O)(=O)[O-] acrylamido-2-methylpropanesulfonic acid lithium salt